OCCN1CCN(CC1)C1CN(C1)C(=O)OC(C)(C)C tert-butyl 3-[4-(2-hydroxyethyl)piperazin-1-yl]azetidine-1-carboxylate